CC1=C(C=CC=C1C)C1CCN(CC1)C(CN1N=C(C2=C1CCC2)C(=O)N2C[C@H](OCC2)CO)=O (S)-1-(4-(2,3-Dimethylphenyl)piperidin-1-yl)-2-(3-(2-(hydroxymethyl)morpholin-4-carbonyl)-5,6-dihydrocyclopenta[c]pyrazol-1(4H)-yl)ethanon